[Na].C(CCC(=O)OCCCCCC(C)C)(=O)OCCCCCC(C)C.[Na] sodium diisooctyl succinate, sodium salt